(6R,8aS)-6-[8-Amino-1-(4-{1-[3-(2,2-difluorocyclopropyl)phenyl]-1-hydroxyethyl}phenyl)imidazo-[1,5-a]pyrazin-3-yl]hexahydroindolizin-3(2H)-on NC=1C=2N(C=CN1)C(=NC2C2=CC=C(C=C2)C(C)(O)C2=CC(=CC=C2)C2C(C2)(F)F)[C@H]2CN1C(CC[C@@H]1CC2)=O